(2,6-difluorophenyl)-6-oxopyridazine-3-carboxamide FC1=C(C(=CC=C1)F)C=1C(=NNC(C1)=O)C(=O)N